3-aminopropyl-3-aminopropyldiethylethoxysilane NCCCC(C)O[Si](CC)(CC)CCCN